tert-butyl 2-(4-amino-3-iodophenyl)-5,5-dimethylmorpholine-4-carboxylate NC1=C(C=C(C=C1)C1CN(C(CO1)(C)C)C(=O)OC(C)(C)C)I